5-(5-(4-(Difluoromethyl)phenyl)-1H-indazol-1-yl)-2-fluorophenol FC(C1=CC=C(C=C1)C=1C=C2C=NN(C2=CC1)C=1C=CC(=C(C1)O)F)F